N=1OC(=C2C1CCCC2)N 4,5,6,7-tetrahydro-2,1-benzoxazol-3-amine